C(C)NCC.OC1=CC=C(C=C1)S(=O)(=O)O p-hydroxybenzenesulfonic acid diethylamine salt